C(#N)C1OCC(C1C(C(=O)[O-])(C)C)C(C(=O)[O-])(C)C 2-cyanotetrahydrofuran-3,4-diylbis(2-methylpropionate)